6-fluoro-N-(4-nitrophenyl)benzo[d]oxazol-2-amine FC1=CC2=C(N=C(O2)NC2=CC=C(C=C2)[N+](=O)[O-])C=C1